(E)-1-(2,4-dimethoxyphenyl)ethan-1-one O-(2-chloro-6-((4,6-dimethoxypyrimidin-2-yl)thio)benzoyl) oxime ClC1=C(C(=O)O\N=C(/C)\C2=C(C=C(C=C2)OC)OC)C(=CC=C1)SC1=NC(=CC(=N1)OC)OC